O=C1N(CC2=CC(=CC=C12)C1=NC=CC(=C1)CN[C@H]1[C@H](CCC1)C1=CC=CC=C1)C1C(NC(CC1)=O)=O 3-(1-oxo-5-(4-((((1R,2R)-2-phenylcyclopentyl)amino)methyl)pyridin-2-yl)isoindolin-2-yl)piperidine-2,6-dione